O=C1NC2=CC(=CC=C2C12CCCCC2)N2CCC(CC2)C(=O)OC(C)(C)C tert-butyl 1-(2'-oxospiro[cyclohexane-1,3'-indolin]-6'-yl)piperidine-4-carboxylate